2-[2-(4-benzo[d]isothiazol-3-yl-piperazin-1-yl)-ethyl]-8-methyl-3,4-dihydro-2H-pyrrolo[1,2-a]pyrazin-1-one S1N=C(C2=C1C=CC=C2)N2CCN(CC2)CCN2C(C=1N(CC2)C=CC1C)=O